[Mn].[Ni].NC1=NC=C(C2=C1C=NN2)NC(C(N2[C@H](CC[C@@H](C2)C)C=2C=CC1=C(N=C(S1)CCCN(C)C)C2)=O)=O N-(4-Amino-1H-pyrazolo[4,3-c]pyridin-7-yl)-2-oxo-2-[(2R,5S)-2-[2-[3-(dimethylamino)propyl]-1,3-benzothiazol-5-yl]-5-methyl-1-piperidyl]acetamide nickel-manganese